C(C)OC(=O)C1=CN=C2N1C=C(N2CC2OCC2)CCl.C(C)SC(=CC(=O)C2=CC=C(C=C2)OC)SCC 3,3-bis(ethylthio)-1-(4-methoxyphenyl)prop-2-en-1-one Ethyl-2-(chloromethyl)-1-(oxetan-2-ylmethyl)-1H-imidazo[1,2-a]imidazole-5-carboxylate